(S,Z)-1-methoxy-4-(methylsulfonyl)but-3-en-2-amine COC[C@H](\C=C/S(=O)(=O)C)N